6-[3-ethylsulfonyl-6-(trifluoromethyl)imidazo[1,2-a]pyridin-2-yl]-3-(trifluoromethyl)-7H-pyrrolo[3,4-b]pyridin-5-one C(C)S(=O)(=O)C1=C(N=C2N1C=C(C=C2)C(F)(F)F)N2CC1=NC=C(C=C1C2=O)C(F)(F)F